N,N',N''-trihydroxy-1,3,5-triazinane ON1CN(CN(C1)O)O